ClCC(=O)N[C@H](CCCCN)C(=O)O chloroacetyl-D-lysine